C(=O)(OC(C)(C)C)NCCCCBr 4-(Boc-amino)butyl bromide